5-oxo-4,5-dihydropyrazolo[1,5-a]pyridin O=C1CC=2N(C=C1)N=CC2